N-ethyl-2-(5-fluoro-1H-indol-3-yl)-N-methylethan-1-amine C(C)N(CCC1=CNC2=CC=C(C=C12)F)C